(R)-7-(6-(1-(2,2-difluoro-1-(4-fluorophenyl)propyl)-1H-pyrazol-4-yl)pyrazin-2-yl)-2-(2,5-dimethyl-1H-pyrrol-1-yl)-6-fluoro-[1,2,4]triazolo[1,5-a]pyridine FC([C@@H](C1=CC=C(C=C1)F)N1N=CC(=C1)C1=CN=CC(=N1)C1=CC=2N(C=C1F)N=C(N2)N2C(=CC=C2C)C)(C)F